3-(2-(4-chlorophenoxy)ethyl)-2-oxo-2,3-dihydro-1H-benzo[d]imidazole-5-carboxylic acid ClC1=CC=C(OCCN2C(NC3=C2C=C(C=C3)C(=O)O)=O)C=C1